NC1=NC(=C(C2=C1N=C(N2)COCC)SCCC=2C=CC(=C(C2)O)CN(C)C)C 5-[2-[[4-Amino-2-(ethoxymethyl)-6-methyl-1H-imidazo[4,5-c]pyridin-7-yl]sulfanyl]ethyl]-2-[(dimethylamino)methyl]phenol